BrC1=C(C(=CC=C1)F)C1=C(C=CC(=C1)C)S(=O)(=O)N 2-bromo-6-fluorophenyl-4-methylbenzenesulfonamide